6-tert-butyl-10-methoxy-9-[2-(2-methoxyethoxy)thiazol-5-yl]-2-oxo-6,7-dihydro-2H-pyrido[2,1-a]isoquinoline-3-carboxylic Acid C(C)(C)(C)C1N2C(C3=CC(=C(C=C3C1)C1=CN=C(S1)OCCOC)OC)=CC(C(=C2)C(=O)O)=O